(3-chloro-1H-pyrrolo[2,3-b]pyridin-4-yl)-2-(6-((6-methoxypyridin-3-yl)methyl)-3,6-diazabicyclo[3.1.1]heptan-3-yl)thiazole ClC1=CNC2=NC=CC(=C21)C=2N=C(SC2)N2CC1N(C(C2)C1)CC=1C=NC(=CC1)OC